NC=1C(=CC(=C(C1)C1=CC2=C(N=C(N=C2)N(C(=O)NCC(C(C)(C)C)O)C)N2C1=NCC2)Br)F 1-(6-(5-amino-2-bromo-4-fluorophenyl)-8,9-dihydroimidazo[1',2':1,6]pyrido[2,3-d]pyrimidin-2-yl)-3-(2-hydroxy-3,3-dimethylbutyl)-1-methylurea